tert-Butyl 4-(((2-aminophenyl)amino)methyl)piperidine-1-carboxylate NC1=C(C=CC=C1)NCC1CCN(CC1)C(=O)OC(C)(C)C